C(C)(C)OC(\C(=C(/C(=O)OC(C)C)\C)\C)=O 2,3-dimethylmaleic acid diisopropyl ester